N-[(benzyloxy)carbonyl]-3-[(tert-butoxycarbonyl)amino]-D-alanine C(C1=CC=CC=C1)OC(=O)N[C@H](CNC(=O)OC(C)(C)C)C(=O)O